COCCN1CCN(CC1)CC1=CC(=NC=C1)NC=1SC2=C(N1)C=CC(=C2)C=2C=NNC2C N-(4-((4-(2-methoxy-ethyl)piperazin-1-yl)-methyl)pyridin-2-yl)-6-(5-methyl-1H-pyrazol-4-yl)benzo[d]thiazol-2-amine